4-ethyl-2,6-di-t-butylaniline C(C)C1=CC(=C(N)C(=C1)C(C)(C)C)C(C)(C)C